4,6-dichloro-2-(chloromethyl)pyrimidine ClC1=NC(=NC(=C1)Cl)CCl